5-bromo-3,3-dimethyl-1H-pyrrolo[2,3-b]pyridin-2(3H)-one BrC=1C=C2C(=NC1)NC(C2(C)C)=O